CN(C=1NC(=NN1)C=1C(=CC(=C(C1)NC(=O)C=1C=NN2C1C=C(C=C2)F)C)F)C N-[5-[5-(Dimethylamino)-4H-1,2,4-triazol-3-yl]-4-fluoro-2-methylphenyl]-5-fluoropyrazolo[1,5-a]pyridine-3-carboxamide